CC1=CC=CC=2CC=CC(C12)=O α-methylnaphthalene-8(5H)-one